(Cyanomethylene)-9-azadispiro[3.1.56.14]Dodecane-9-carboxylic acid phenylmethyl ester C1(=CC=CC=C1)COC(=O)N1CCC2(CC3(CCC3=CC#N)C2)CC1